ClC1=NC=C(C(=N1)NC1=C(C(=CC=C1)C)NS(=O)(=O)C)Cl N-(2-((2,5-dichloropyrimidin-4-yl)amino)-6-methylphenyl)methanesulfonamide